8-(1-bromoprop-2-yl)-1,4-dioxaspiro[4.5]decane BrCC(C)C1CCC2(OCCO2)CC1